FC1=CC=C(C=C1)C(N1[C@H](CN(CC1)C1=CC(N(C=2C=CC(=NC12)C#N)C)=O)CC)C1=CC=C(C=C1)F (S)-8-(4-(bis(4-fluorophenyl)methyl)-3-ethylpiperazin-1-yl)-5-methyl-6-oxo-5,6-dihydro-1,5-naphthyridine-2-carbonitrile